C(C)(C)(C)OC(=O)NCCCNC(=O)C1=CC=C(C=C1)C1=CC(=CC(=C1)N1N=NC(=C1)C1=CC=C(C=C1)C(F)(F)F)C(=O)O 4'-((3-((tert-Butoxycarbonyl)amino)propyl)carbamoyl)-5-(4-(4-(trifluoromethyl)phenyl)-1H-1,2,3-triazol-1-yl)-[1,1'-biphenyl]-3-carboxylic acid